1-(benzyloxy)-4-(chloromethyl)benzene isopropyl-7-(2-(4-(6-fluorobenzo[b]thiophen-4-yl)piperazin-1-yl)ethyl)-2-oxo-3,4-dihydroquinoline-1(2H)-carboxylate C(C)(C)OC(=O)N1C(CCC2=CC=C(C=C12)CCN1CCN(CC1)C1=CC(=CC=2SC=CC21)F)=O.C(C2=CC=CC=C2)OC2=CC=C(C=C2)CCl